FC(CS(=O)(=O)CCCC)(F)F trifluoroethyln-butyl sulfone